ClC1=NC(=CC(=N1)C#N)NCC1=CC=C(C=C1)C(F)(F)F 2-chloro-6-{[4-(trifluoromethyl)benzyl]amino}pyrimidine-4-carbonitrile